(E)-4-(2-(1-ethyl-3-(trifluoromethyl)-1H-pyrazol-4-yl)-3-fluorophenyl)-6-(4-((propan-2-yl-2-d)amino)but-2-enoyl)-4,5,6,7-tetrahydrothieno[2,3-c]pyridine-2-carbonitrile C(C)N1N=C(C(=C1)C1=C(C=CC=C1F)C1C2=C(CN(C1)C(\C=C\CNC(C)(C)[2H])=O)SC(=C2)C#N)C(F)(F)F